4,4'-[[6-[[4-[[(1,1-dimethylethyl)amino]carbonyl]phenyl]amino]-1,3,5-triazin-2,4-diyl]diimino]bis-benzoic acid-bis(2-ethylhexyl)ester C(C)C(COC(C1=CC=C(C=C1)NC1=NC(=NC(=N1)NC1=CC=C(C=C1)C(=O)NC(C)(C)C)NC1=CC=C(C(=O)OCC(CCCC)CC)C=C1)=O)CCCC